NC=1C=C2C=C(C(N(C2=CC1)C)=O)OCC(=O)NC 2-[(6-amino-1-methyl-2-oxo-3-quinolinyl)oxy]-N-methylacetamide